2-carboxy-7-((2',3',5'-trifluoro-[1,1'-biphenyl]-2-yl)oxy)-1,2,3,4-tetrahydronaphthalene C(=O)(O)C1CC2=CC(=CC=C2CC1)OC1=C(C=CC=C1)C1=C(C(=CC(=C1)F)F)F